(S)-1-(6-vinylquinazolin-2-yl)-7-oxa-1-azaspiro[4.4]nonane C(=C)C=1C=C2C=NC(=NC2=CC1)N1CCC[C@]12COCC2